C(C1CO1)OCC[Si](OC)(OC)C (2-glycidoxyethyl)methyldimethoxysilane